1-[[2-(methoxymethyl)-6-(trifluoromethyl)-imidazo[2,1-b][1,3,4]thiadiazol-5-yl]methyl]-3-[(1R,2R)-2-(trifluoromethyl)cyclopropyl]-2H-pyrrol-5-one COCC1=NN2C(S1)=NC(=C2CN2CC(=CC2=O)[C@H]2[C@@H](C2)C(F)(F)F)C(F)(F)F